BrC1=CC=C(C=C1)CC(=O)OCC ethyl 2-(4-bromophenyl)acetate